4-nitrophenylcarbamic acid ethyl ester C(C)OC(NC1=CC=C(C=C1)[N+](=O)[O-])=O